COC1=CC=C(CC2=C(N=NC=C2)N)C=C1 (4-methoxybenzyl)pyridazin-3-amine